C1(=CC=CC=C1)NC1=CC=C(C=C1)C1=CC=CC=C1 phenyl-(4-biphenylyl)-amine